tetrahydrocarbazol C1CCCC=2C3=CC=CC=C3NC12